spiro[cyclopentane-1,3'-indoline]-2'-one N1C(C2(C3=CC=CC=C13)CCCC2)=O